P(SC(C1=CC=CC=C1)C1=C(C=CC=C1)NC(C1=CC=CC=C1)=O)(OCC)(OCC)=O S-((2-BENZAMIDOPHENYL)(PHENYL)METHYL) O,O-DIETHYL PHOSPHOROTHIOATE